[I+].CN1C=[N+](C=C1)C(C)=O 1-methyl-3-Acetylimidazolium iodine